Tert-butyl 5-vinylisoindoline-2-carboxylate C(=C)C=1C=C2CN(CC2=CC1)C(=O)OC(C)(C)C